(S)-N-((R)-1-Cyano-2-((1,1,1-trifluoro-2-methylpropan-2-yl)oxy)ethyl)-2-methylpropane-2-sulfinamide C(#N)[C@H](COC(C(F)(F)F)(C)C)N[S@@](=O)C(C)(C)C